ClC=1C=C(C=CC1F)N1N=C(N=C1[C@H](C)O)CN1C(N(C(=C1)C1=CC=C(C=C1)Cl)C[C@@H](C(F)(F)F)O)=O 1-((1-(3-chloro-4-fluorophenyl)-5-((S)-1-hydroxyethyl)-1H-1,2,4-triazol-3-yl)methyl)-4-(4-chlorophenyl)-3-((S)-3,3,3-trifluoro-2-hydroxypropyl)-1,3-dihydro-2H-imidazol-2-one